methyl (trans)-4-(4-nitro-1H-pyrazol-1-yl)cyclohexane-1-carboxylate [N+](=O)([O-])C=1C=NN(C1)[C@@H]1CC[C@H](CC1)C(=O)OC